3-tetrahydrothienyl-2,3-dihydrothiophen S1CC(CC1)C1SC=CC1